5-hydroxyanthranilic acid OC1=CC=C(C(C(=O)O)=C1)N